BrC=1C(=C(C#N)C=C(C1)C)N1CCC(CC1)C1=NN=CN1C 3-bromo-5-methyl-2-[4-(4-methyl-1,2,4-triazol-3-yl)piperidin-1-yl]benzonitrile